methyl 2-(1-acetyl-6-((tert-butoxycarbonyl) ((4-methoxy-3,5-dimethylpyridin-2-yl) methyl)-amino)-indolin-4-yl)-benzoate C(C)(=O)N1CCC2=C(C=C(C=C12)N(CC1=NC=C(C(=C1C)OC)C)C(=O)OC(C)(C)C)C1=C(C(=O)OC)C=CC=C1